3-(5-(((3R,4S)-4-(diethylamino)tetrahydrofuran-3-yl)oxy)-1-oxoisoindolin-2-yl)piperidine-2,6-dione C(C)N([C@@H]1[C@H](COC1)OC=1C=C2CN(C(C2=CC1)=O)C1C(NC(CC1)=O)=O)CC